CC1=CC=C(C(=O)NCC[C@@]23C[C@](C[C@H]2[C@@H]2CC=C4C[C@H](CC[C@]4(C)[C@H]2CC3)O)(O)CC=C)C=C1 (4-methylbenzamidomethyl)-16alpha-allyl-16beta-hydroxy-androst-5-ene-3beta-ol